O=C1C=C(CCN1CC1CCN(CC12CCCC2)C(=O)OC(C)(C)C)C2=CC=CC=C2 tert-Butyl 10-((6-oxo-4-phenyl-3,6-dihydropyridin-1(2H)-yl)methyl)-7-azaspiro[4.5]decane-7-carboxylate